C(C1=CC=CC=C1)N1C2=NC=NC(=C2N=C1C1=C(C=C(C=C1)CN)Cl)OC1(CC1)C (4-(9-benzyl-6-(1-methylcyclopropoxy)-9H-purin-8-yl)-3-chlorophenyl)methanamine